5-(4-(trifluoromethyl)phenyl)(5-(1,2,4-oxadiazolyl)phenyl)methanone decanoyl-3-[(3R,4R)-3-(dimethylaminomethyl)tetrahydropyran-4-yl]phenolate C(CCCCCCCCC)(=O)C1=C(C=CC=C1[C@H]1[C@@H](COCC1)CN(C)C)[O-].FC(C1=CC=C(C=C1)C1(CC=CC(=C1)C=O)C1=NOC=N1)(F)F